ClC=1C=C(OCC(=O)OCC)C=C(C1CC1=C(C(=C(C=C1)O)C(C)C)F)C ethyl 2-(3-chloro-4-(2-fluoro-4-hydroxy-3-isopropylbenzyl)-5-methylphenoxy)acetate